1-(Benzo[d]thiazol-4-yl)-N-(5-chloro-6-(2H-1,2,3-triazol-2-yl)pyridin-3-yl)-5-(trifluoromethyl)-1H-pyrazol-4-carboxamid S1C=NC2=C1C=CC=C2N2N=CC(=C2C(F)(F)F)C(=O)NC=2C=NC(=C(C2)Cl)N2N=CC=N2